2,4-difluorophenylisocyanate FC1=C(C=CC(=C1)F)N=C=O